N-(6-Methoxy-2-((1r,4r)-4-(methyl(3-azaspiro[5.5]undecan-9-yl)amino)cyclohexyl)-2H-Indazol-5-yl)-6-(trifluoromethyl)picolinamide COC=1C(=CC2=CN(N=C2C1)C1CCC(CC1)N(C1CCC2(CCNCC2)CC1)C)NC(C1=NC(=CC=C1)C(F)(F)F)=O